4-((7-methoxyisoquinolin-1-yl)amino)-N-(2-(pyridin-3-yl)-2-(pyrrolidin-1-yl)ethyl)pyridinecarboxamide COC1=CC=C2C=CN=C(C2=C1)NC1=CC(=NC=C1)C(=O)NCC(N1CCCC1)C=1C=NC=CC1